ClC1=CC=C(C=C1)[C@@]1(N(C(C2=CC(=CC(=C12)F)C(C)(C=1C=NN(C1)C)O)=O)CC1=NC=C(C=C1)OC)OCC1(CC1)O (3R)-3-(4-chlorophenyl)-4-fluoro-6-[1-hydroxy-1-(1-methyl-1H-pyrazol-4-yl)ethyl]-3-[(1-hydroxycyclopropyl)methoxy]-2-[(5-methoxypyridin-2-yl)methyl]-2,3-dihydro-1H-isoindol-1-one